5-(difluoromethyl)indoline-1-carboxylic acid FC(C=1C=C2CCN(C2=CC1)C(=O)O)F